O=C1[C@@]2([C@H](C(N1C1=CC=CC=C1)=O)[C@@H](N[C@@H]2C2=CC=CC=C2)C(=O)OC)C2=CC=CC=C2 methyl (1R,3R,3aS,6aS)-4,6-dioxo-3,3a,5-triphenyloctahydropyrrolo[3,4-c]pyrrole-1-carboxylate